O=C1C(=C2N(N1C1=CC=CC=C1)CCC2)C(=O)O 2-oxo-1-phenyl-4H,5H,6H-pyrrolo[1,2-b]pyrazole-3-carboxylic acid